butan-1-one hydrochloride Cl.C(CCC)=O